2-(7-azabicyclo[2.2.1]heptan-7-yl)-N-(8-methoxy-4-methyl-2-oxo-1H-quinolin-6-yl)-5,7-dihydrofuro[3,4-b]pyridine-3-carboxamide C12CCC(CC1)N2C2=C(C=C1C(=N2)COC1)C(=O)NC=1C=C2C(=CC(NC2=C(C1)OC)=O)C